7-amino-2-azaspiro[4.4]nonane-2-carboxylic acid tert-butyl ester C(C)(C)(C)OC(=O)N1CC2(CC1)CC(CC2)N